BrC1=CC=C2CC3(CCN(CC3)C3=NC=4C(=NC=C(N4)SC=4C(=NC=CC4)OC)N3)[C@@H](C2=C1)N (S)-6-bromo-1'-(5-((2-methoxypyridin-3-yl)thio)-1H-imidazo[4,5-b]pyrazin-2-yl)-1,3-dihydrospiro[indene-2,4'-piperidin]-1-amine